thiosalicylaldehyde semicarbazone C(C=1C(S)=CC=CC1)=NNC(=O)N